C1(CC1)C1(NONO1)CCC(=O)O 3-(4-cyclopropyl-2,5-dioxaimidazolin-4-yl)propionic acid